C(C)(C)(C)OC(=O)N[C@@H](CC(N)=O)C(=O)O (tert-butoxycarbonyl)asparagine